4-(3,5-dimethylpyridin-2-yl)benzoic acid CC=1C(=NC=C(C1)C)C1=CC=C(C(=O)O)C=C1